iron chromium-aluminum [Al].[Cr].[Fe]